5-oxo-2,5-dihydrofuran-3-oleate O=C1C=C(CO1)CCCCCCCC\C=C/CCCCCCCC(=O)[O-]